[C@@H]12CNC[C@@H](CC1)C2C#N (1r,5s,8r)-3-azabicyclo[3.2.1]octane-8-carbonitrile